3-(7-bromo-8-fluoro-2-(methylthio)-6-(trifluoromethyl)quinazolin-4-yl)-3,8-diazabicyclo[3.2.1]octane-8-carboxylic acid tert-butyl ester C(C)(C)(C)OC(=O)N1C2CN(CC1CC2)C2=NC(=NC1=C(C(=C(C=C21)C(F)(F)F)Br)F)SC